OC(COC1=CC=C(C=C1)C(C)(C)C1=CC=C(C=C1)OCC(C)O)C 2,2-bis-[4-(2-hydroxypropoxy)phenyl]propane